CC1=C(C=C(C=C1)NC(=O)N1CC2C3CCC(C2C1)C=C3)C=3OC=C(N3)C 1,3,3a,4,5,6,7,7a-octahydro-N-[4-methyl-3-(4-methyl-2-oxazolyl)phenyl]-4,7-etheno-2H-isoindole-2-carboxamide